(aminomethyl)-4-methoxy-6-methylpyridin-2(1H)-one hydrochloride Cl.NCN1C(C=C(C=C1C)OC)=O